(9Z,11E)-tetradecadienyl acetate C(C)(=O)OC=CC=CCCCCCCCCCC